C(C)(C)(C)OC(=O)N1CCC(CC1)OC1=CC=CC=2N(C(N(C21)C)=O)C2C(NC(CC2)=O)=O Tert-butyl-4-[1-(2,6-dioxo-3-piperidyl)-3-methyl-2-oxo-benzimidazol-4-yl]oxypiperidine-1-carboxylate